6-(piperidin-4-yl)-1H-1,3-benzodiazole-3-ium hydrochloride iodide [I-].Cl.N1CCC(CC1)C=1C=CC2=C(NC=[NH+]2)C1